tert-butyl 2-(aminomethyl)morpholine-4-carboxylate NCC1CN(CCO1)C(=O)OC(C)(C)C